(1S)-3,3-dimethylcyclohexylamine hydrochloride Cl.CC1(C[C@H](CCC1)N)C